C(N)(OC(C1CN(C1)CC1=C(C=C(C=C1OC)C1=CN(C(C2=CN=CC=C12)=O)C)OC)C(C)(C)C)=O Tert-Butyl(1-(2,6-Dimethoxy-4-(2-Methyl-1-Oxo-1,2-Dihydro-2,7-Naphthyridin-4-Yl)Benzyl) Azetidin-3-Yl)(Methyl) Carbamate